BrC=1N=CC=C2C1SC(=C2)C2=C(C=CC=C2C)C 7-bromo-2-(2,6-dimethylphenyl)thieno[2,3-c]pyridine